ethyl 2-[2-amino-6-methyl-N-[[4-methyl-6-(4-methylimidazol-1-yl)-3-pyridyl]sulfonyl]anilino]acetate NC1=C(N(S(=O)(=O)C=2C=NC(=CC2C)N2C=NC(=C2)C)CC(=O)OCC)C(=CC=C1)C